COC(C1=CC=C(C=C1)[C@H](C)NC(=O)C1(CCSCC1)NC(=O)OC(C)(C)C)=O.OC1=C(C=CC=C1)C(C)(C)C1=CC(=CC=C1)C(C)(C)C1=C(C=CC=C1)O 1,3-bis[2-(hydroxyphenyl)-2-propyl]benzene Methyl-4-[(1S)-1-[[4-(tert-butoxycarbonylamino)tetrahydrothiopyran-4-carbonyl]amino]ethyl]benzoate